BrC=1C=C(C=C(C1)F)[C@H](CC=C)NC([O-])=O N-[(1S)-1-(3-bromo-5-fluorophenyl) but-3-en-1-yl]Carbamate